Heneicosaenoic acid C(C=CCCCCCCCCCCCCCCCCCC)(=O)O